ClC=1C=C(C=CC1OC)NC1(CC1)C(=O)OC Methyl 1-((3-chloro-4-methoxyphenyl)amino)cyclopropane-1-carboxylate